(R)-5-(3-((4-(4-amino-2-fluorophenyl)pyridin-2-yl)oxy)pyrrolidin-1-yl)-4-chloropyridazin-3(2H)-one NC1=CC(=C(C=C1)C1=CC(=NC=C1)O[C@H]1CN(CC1)C1=C(C(NN=C1)=O)Cl)F